NCC(=O)N[C@@H](CCCNC(N)=N)C(=O)NCC(=O)N[C@@H](CS(=O)(=O)O)C(=O)N[C@@H]([C@H](O)C)C(=O)N1[C@@H](CCC1)C(=O)O Glycyl-L-arginylglycyl-3-sulfo-L-alanyl-L-threonyl-L-proline